3-{2-Ethyl-4H,5H,6H-cyclopenta[b]thiophen-3-yl}-1-[(1-methyl-1H-pyrazol-4-yl)(1-methylpiperidin-3-yl)sulfamoyl]urea C(C)C1=C(C2=C(S1)CCC2)NC(NS(N(C2CN(CCC2)C)C=2C=NN(C2)C)(=O)=O)=O